BrC1=CC=C(C=C1)[C@@H]1[C@@H]2CC[C@H](CN1C(=O)OC(C)(C)C)O2 tertbutyl (1S,2R,5R)-2-(4-bromophenyl)-8-oxa-3-azabicyclo[3.2.1]octane-3-carboxylate